C(CCCC)C(COC(CCCCCN(C(OCCN(CCOC(N(CCCCCC(=O)OCC(CCCCC)CCCCC)CCCCCCC)=O)CCN(CC)CC)=O)CCCCCCC)=O)CCCCC bis(2-pentylheptyl)12-(2-(diethylamino)ethyl)-7,17-diheptyl-8,16-dioxo-9,15-dioxa-7,12,17-triazatricosanedioate